OCC1(CCC1)NC(=O)C1=C(OC=2N=CN=C(C21)NC2(CC2)C)C N-[1-(hydroxymethyl)cyclobutyl]-6-methyl-4-[(1-methylcyclopropyl)amino]furo[2,3-d]pyrimidine-5-carboxamide